N1(CC1)CCC(=O)O.N1(CC1)CCC(=O)O.N1(CC1)CCC(=O)O.OCC(CO)(CC)CO 2,2-bishydroxymethyl-butanol-tris[3-(1-aziridinyl) propionate]